aminobutan-1-one NC(CCC)=O